5-[4-amino-5-(trifluoromethyl)pyrrolo[2,1-f][1,2,4]triazin-7-yl]-2-methoxypyridine NC1=NC=NN2C1=C(C=C2C=2C=CC(=NC2)OC)C(F)(F)F